OC1(CC(C1)N1C2=C(C3=C1N=NC(=C3)C3=C(C=C(C=C3C)C(F)(F)F)O)CCC2)C 2-{8-[(1s,3s)-3-hydroxy-3-methylcyclobutyl]-5,6,7,8-tetrahydrocyclopenta[4,5]pyrrolo[2,3-c]pyridazin-3-yl}-3-methyl-5-(trifluoromethyl)phenol